(3-propyl)di(3-propoxy)silane CCC[SiH](OCCC)OCCC